tert-butyl 4-((3-(2,4-dimethylthiazol-5-yl)-6-oxopyridazin-1(6H)-yl)methyl)piperidine-1-carboxylate CC=1SC(=C(N1)C)C1=NN(C(C=C1)=O)CC1CCN(CC1)C(=O)OC(C)(C)C